Potassium Methoxyethoxide COC([O-])C.[K+]